FC1=CC2=C(N(C(=N2)NC=2OC3=C(C=C4CN(CC4=C3)C)N2)C)C=C1 N-(5-fluoro-1-methyl-1H-benzo[d]imidazol-2-yl)-6-methyl-6,7-dihydro-5H-oxazolo[4,5-f]isoindol-2-amine